tert-Butyl N-(4-{[3-nitro-6-(tetramethyl-1,3,2-dioxaborolan-2-yl)quinolin-4-yl]amino}cyclohexyl)carbamate [N+](=O)([O-])C=1C=NC2=CC=C(C=C2C1NC1CCC(CC1)NC(OC(C)(C)C)=O)B1OC(C(O1)(C)C)(C)C